dipropylene glycol 2-carboxyethylphenyl-phosphinate C(=O)(O)CCP(O)(=O)C1=CC=CC=C1.CC(COC(C)CO)O